NC=1N=CC(=NC1C#CC=1N=CC=2N(C1)C=CN2)C=2C=C(C=CC2C)C(C(=O)N)(C(F)(F)F)O 2-(3-(5-amino-6-(imidazo[1,2-a]pyrazin-6-ylethynyl)pyrazin-2-yl)-4-methylphenyl)-3,3,3-trifluoro-2-hydroxypropanamide